3-(4-morpholinyl-thieno(3,2-D)pyrimidin-2-yl)phenol N1(CCOCC1)C=1C2=C(N=C(N1)C=1C=C(C=CC1)O)C=CS2